BrC=1C=C2C(=CC1)N(C(C21CCN(CC1)C(=O)OC(C)(C)C)=O)COCC[Si](C)(C)C tert-butyl 5-bromo-2-oxo-1-{[2-(trimethylsilyl)ethoxy]methyl}-1,2-dihydrospiro[indole-3,4'-piperidine]-1'-carboxylate